phenyl(spirobi[fluoren]yl)(phenylbenzoselenophenyl)triazine C1(=CC=CC=C1)C1=C(C(=NN=N1)C=1[Se]C2=C(C1C1=CC=CC=C1)C=CC=C2)C=2C1(C3=CC4=CC=CC=C4C3=CC2)C=CC=C2C3=CC=CC=C3C=C21